N2-ethyl-N4-isopropyl-6-(methylthio)-1,3,5-triazine-2,4-diamine C(C)NC1=NC(=NC(=N1)NC(C)C)SC